2-(2-fluoro-8-iodo-6-(methoxymethoxy)naphthalen-1-yl)ethan-1-ol FC1=C(C2=C(C=C(C=C2C=C1)OCOC)I)CCO